N1(CCC1)C1=CC=C2[C@]3(CC=4C(=NOC4C2=C1)NS(=O)(=O)C1=C(C=C(C(=O)NC)C=C1OC)OC)[C@H](C3)C |o1:8,35| rel-4-(N-((1R,2S)-8'-(azetidin-1-yl)-2-methyl-4'H-spiro[cyclopropane-1,5'-naphtho[2,1-d]isoxazol]-3'-yl)sulfamoyl)-3,5-dimethoxy-N-methylbenzamide